S1C(=CC=C1)S(=O)(=O)OC1=CC=C(C=C1)C1=CN=C(S1)C=1C=NC=CC1 4-(2-(pyridin-3-yl)thiazol-5-yl)phenyl thiophene-2-sulfonate